3-isopropyl-5-(4-(2-(4-(methylsulfonyl)phenyl)imidazo[2,1-b][1,3,4]thiadiazol-6-yl)piperidin-1-yl)-1,2,4-oxadiazol C(C)(C)C1=NOC(=N1)N1CCC(CC1)C=1N=C2SC(=NN2C1)C1=CC=C(C=C1)S(=O)(=O)C